C(C)(CC)C(=O)N secondary-butylcarboxamide